Ethyl {4-[4-(2-cyclopentyloxy-pyridin-3-yl)-2-fluoro-phenyl]-cyclohexylidene}-acetate C1(CCCC1)OC1=NC=CC=C1C1=CC(=C(C=C1)C1CCC(CC1)=CC(=O)OCC)F